C(C)O\C=C/C(C(F)F)=O (Z)-4-ethoxy-1,1-difluorobut-3-en-2-one